COC1C(OCC(C=C(C23C(C1)C=CC1C(C=C(C(C12)=O)C)O3)C)C)=O 7-methoxy-1,3,13-trimethyl-3,4,8,8a,10a,11-hexahydro-11,14b-epoxynaphtho[2,1-e]oxecine-6,14(7H,14aH)-dione